1-[1-(2,6-dioxo-3-piperidyl)-3-ethyl-2-oxo-benzimidazol-5-yl]piperidine-4-carboxylic acid hydrochloride Cl.O=C1NC(CCC1N1C(N(C2=C1C=CC(=C2)N2CCC(CC2)C(=O)O)CC)=O)=O